methyl-2-oxo-3H-2,1-benzothiazole-6-carboxylic acid methyl ester COC(=O)C1=CC2=C(C(S(N2)=O)C)C=C1